3-chloro-5-fluoro-styrene ClC=1C=C(C=C)C=C(C1)F